vinylsilylacetate C(=C)[SiH2]CC(=O)[O-]